N8-(3,3-difluorocyclobutyl)-2-(methoxymethyl)imidazo[1,2-b]pyridazine-3,8-dicarboxamide FC1(CC(C1)NC(=O)C=1C=2N(N=CC1)C(=C(N2)COC)C(=O)N)F